NC1=NC(=C2N=CN(C2=N1)CCNC(=O)C1=NN(C(=C1)C1=CC=CC=C1)C1=CC=CC=C1)O N-(2-(2-amino-6-hydroxy-9H-purin-9-yl)ethyl)-1,5-diphenyl-1H-pyrazole-3-carboxamide